BrC1=CC=C(CN2N=C(C3=C(C2=O)CN(CC3)CC3=CC(=CC(=C3)F)F)C)C=C1 3-(4-bromobenzyl)-6-(3,5-difluorobenzyl)-1-methyl-5,6,7,8-tetrahydropyrido[3,4-d]pyridazin-4(3H)-one